4-methyl-5-oxo-1-phenyl-4,5-dihydro-1H-1,2,4-triazole CN1C=NN(C1=O)C1=CC=CC=C1